1-(tert-butoxycarbonyl)-5-bromo-1H-indazole-3-carboxylic acid C(C)(C)(C)OC(=O)N1N=C(C2=CC(=CC=C12)Br)C(=O)O